N1(CCNCC1)C1=CC=C(C=C1)C1CCN(CC1)C1=CC(=C(C#N)C=C1)C(F)(F)F 4-(4-(4-(piperazin-1-yl)phenyl)piperidin-1-yl)-2-(trifluoromethyl)benzonitrile